ClC=1C(=NC(=NC1)NC1CCC(CC1)NC(CCC#C)=O)C=1C=NN(C1CC1CC1)C N-((1r,4r)-4-((5-Chloro-4-(5-(cyclopropylmethyl)-1-methyl-1H-pyrazol-4-yl)pyrimidin-2-yl)amino)cyclohexyl)pent-4-ynamide